1-methyl-4-(1-(naphthalen-1-ylmethyl)piperidin-4-yl)-2,3-dioxo-1,2,3,4-tetrahydropyrido[2,3-b]pyrazine-6-carbonitrile CN1C2=C(N(C(C1=O)=O)C1CCN(CC1)CC1=CC=CC3=CC=CC=C13)N=C(C=C2)C#N